Cl.N[C@H](CS(=O)(O)=O)C(=O)O D-cysteic acid hydrochloride